[N+](=O)([O-])C1=C(C#N)C=CC=C1NC1=CC(=C(C(=C1)C)C)C 2-nitro-3-((3,4,5-trimethylphenyl)amino)benzonitrile